FC(C=1C=C2C=NC=NC2=CC1)(F)F 6-(trifluoromethyl)quinazolin